CS(=O)(=O)OC1CCC(CC1)NC(OC(C)(C)C)=O tert-butyl N-[(1s,4s)-4-(methanesulfonyloxy)cyclohexyl]carbamate